N-(2-Chloropyrimidin-4-yl)-3-(4-(methylthio)phenyl)isoxazol-5-amine ClC1=NC=CC(=N1)NC1=CC(=NO1)C1=CC=C(C=C1)SC